Cl.[Tc] technetium hydrochloride